FC1=CC=C(C=C1)/C=C/C(=O)N1CCN(CC1)C1COC1 (E)-3-(4-fluorophenyl)-1-(4-(oxetan-3-yl)piperazin-1-yl)prop-2-en-1-one